(2,4-dihydroxyl-5-methylphenyl)ethanone OC1=C(C=C(C(=C1)O)C)C(C)=O